4-(trifluoromethyl)thiazol-2-ylcarbamic acid tert-butyl ester C(C)(C)(C)OC(NC=1SC=C(N1)C(F)(F)F)=O